ClC=1C=CC(=C2C3(NC(NC12)=O)CCCCC3)OC3=C(C=CC=C3C3=NNC(N3)=O)F 8'-chloro-5'-[2-fluoro-6-(5-oxo-4,5-dihydro-1H-1,2,4-triazol-3-yl)phenoxy]-1'H-spiro[cyclohexane-1,4'-quinazolin]-2'(3'H)-one